spiro[3.3]hept-2-yl chloroformate ClC(=O)OC1CC2(C1)CCC2